5-amino-2-((2-(dimethylamino)ethyl)(methyl)amino)-6-(2,2,2-trifluoroethoxy)pyridine NC=1C=CC(=NC1OCC(F)(F)F)N(C)CCN(C)C